2-(2-chloro-2-oxoethyl)phenyl cyclohexanecarboxylate C1(CCCCC1)C(=O)OC1=C(C=CC=C1)CC(=O)Cl